C1(C(CCC1)(O)O)(O)O cyclopentanetetrol